2,6-dichlorophenyl isothiocyanate ClC1=C(C(=CC=C1)Cl)N=C=S